FC1=C(C=C2CC(C(C2=C1)NC(O[C@@H]1CN2CCC1CC2)=O)(C)C)C2=CC(=CC=C2)CC(C)C (S)-quinuclidin-3-yl (6-fluoro-5-(3-isobutylphenyl)-2,2-dimethyl-2,3-dihydro-1H-inden-1-yl)carbamate